C(C)(C)N1N=CC(=C1C1=NN2C(C(=CC=C2)CC2=CC=C(C=C2)C=2N(C=C(N2)C(F)(F)F)C)=N1)C 2-(1-isopropyl-4-methyl-1H-pyrazol-5-yl)-8-(4-(1-methyl-4-(trifluoromethyl)-1H-imidazol-2-yl)benzyl)-[1,2,4]triazolo[1,5-a]pyridine